CC(C)(OC(N(CC(NC(C(NC\C=C\C(=O)OC)=O)(C)C)=O)C1CCN(CC1)C(C)C1=CC=CC2=CC=CC=C12)=O)C methyl (E)-2,2,9,9-tetramethyl-5-(1-(1-(naphthalen-1-yl)ethyl)piperidin-4-yl)-4,7,10-trioxo-3-oxa-5,8,11-triazapentadec-13-en-15-oate